The molecule is a C32 phosphomycoketide in which all five stereocentres have S-configuration. It derives from a C32 mycoketide. It is a conjugate acid of a phosphomycoketide C32(2-). CCCCCCC[C@H](C)CCC[C@H](C)CCC[C@H](C)CCC[C@H](C)CCC[C@H](C)CCCOP(=O)(O)O